N-(5-cyclobutyl-1H-pyrazol-3-yl)-2-(4-((2-(2,6-dioxopiperidin-3-yl)-6-fluoro-1-Oxoisoindolin-5-yl)methoxy)phenyl)acetamide C1(CCC1)C1=CC(=NN1)NC(CC1=CC=C(C=C1)OCC=1C=C2CN(C(C2=CC1F)=O)C1C(NC(CC1)=O)=O)=O